C(C1=CC=CC=C1)OC(=O)N1[C@@H]([C@@](CCC1)(C)O)CO[Si](C)(C)C(C)(C)C |o1:11,12| rel-(2R,3S)-2-(((tert-butyldimethylsilyl)oxy)methyl)-3-hydroxy-3-methylpiperidine-1-carboxylic acid benzyl ester